COC(=O)C=1C=CC=C2C=CC=C(C12)C12C3C=CC(C2C2CCC1C2)C3 8-methoxycarbonylnaphthyl-tetracyclo[4.4.0.12,5.17,10]-3-dodecene